(3S,4S) or (3R,4R)-1-(5-chloro-4-((6-chloro-7-(1-ethylpiperidin-4-yl)quinazolin-2-yl)amino)-1H-pyrazol-1-yl)-2-methylpropan-2-ol ClC1=C(C=NN1CC(C)(O)C)NC1=NC2=CC(=C(C=C2C=N1)Cl)C1CCN(CC1)CC